FC(C)(F)C=1C=C(C(=C(C1)C(C(=O)O)N1C[C@@H](CC1)OCCCCCC1=NC=2NCCCC2C(=C1)OC)OC)F 2-(5-(1,1-difluoroethyl)-3-fluoro-2-methoxyphenyl)-2-((R)-3-((5-(4-methoxy-5,6,7,8-tetrahydro-1,8-naphthyridin-2-yl)pentyl)oxy)pyrrolidin-1-yl)acetic acid